((2-(((3S,6S,9aS)-3-(3-(4-hydroxypyridin-2-yl)azetidine-1-carbonyl)-5-oxooctahydro-1H-pyrrolo[1,2-a]azepin-6-yl)carbamoyl)benzo[b]thiophen-5-yl)methyl)phosphonic acid OC1=CC(=NC=C1)C1CN(C1)C(=O)[C@@H]1CC[C@H]2N1C([C@H](CCC2)NC(=O)C2=CC1=C(S2)C=CC(=C1)CP(O)(O)=O)=O